2-(2-methoxyphenyl)-4-((2,4,5-trimethylthieno[2,3-d]pyrimidin-6-yl)methylene)oxazol-5(4H)-one COC1=C(C=CC=C1)C=1OC(C(N1)=CC1=C(C2=C(N=C(N=C2C)C)S1)C)=O